CN(CCCN(C(CCCCCCCCC)=O)C(CC(=O)NNC(CCCCCCCC)CCCCCCCC)CCCCCCCCC)C N-[3-(dimethylamino)propyl]-N-{1-[N'-(heptadecan-9-yl)hydrazinocarbonyl]undec-2-yl}decanoamide